5-bromo-1-[(4-methylphenyl)dioxy-lambda6-thio]-3-(2-methylpyrazol-3-yl)pyrrolo[2,3-b]pyridine BrC=1C=C2C(=NC1)N(C=C2C=2N(N=CC2)C)[SH4]OOC2=CC=C(C=C2)C